C(C)(=O)OC[C@H]1O[C@H]([C@@H]([C@@H]1OC(C)=O)OC(C)=O)N1C2=NC(=NC(=C2N=C1)N1CC(C2=CC=CC=C12)C1=CC=CC=C1)Cl [(2R,3R,4R,5R)-3,4-diacetoxy-5-[2-chloro-6-(3-phenylindolin-1-yl)purin-9-yl]tetrahydrofuran-2-yl]methyl acetate